C1=CC(=C(C=C1[N+](=O)[O-])[N+](=O)[O-])NN The molecule is a C-nitro compound that is phenylhydrazine substituted at the 2- and 4-positions by nitro groups. It has a role as a reagent. It is a member of phenylhydrazines and a C-nitro compound.